4-((2S,4R)-1-acetyl-4-((4-chlorophenyl)amino)-2-methyl-1,2,3,4-tetrahydroquinolin-6-yl)-N-(17-amino-3,6,9,12,15-pentaoxaheptadecyl)benzamide C(C)(=O)N1[C@H](C[C@H](C2=CC(=CC=C12)C1=CC=C(C(=O)NCCOCCOCCOCCOCCOCCN)C=C1)NC1=CC=C(C=C1)Cl)C